ClCC1=CC=C(C(=O)N2C(OC(C3=C2C=CC=C3)=O)=O)C=C1 1-(4-Chloromethylbenzoyl)-2H-benzo[d][1,3]Oxazine-2,4(1H)-dione